2-butyl-1-(2,6-diethylphenyl)-6-hydroxy-5-{[(1r,4r)-4-hydroxycyclohexyl]sulfonyl}-1,4-dihydropyrimidin-4-one C(CCC)C=1N(C(=C(C(N1)=O)S(=O)(=O)C1CCC(CC1)O)O)C1=C(C=CC=C1CC)CC